5-bromo-N-[3-(difluoromethoxy)phenyl]pyrimidin-2-amine BrC=1C=NC(=NC1)NC1=CC(=CC=C1)OC(F)F